CC1(OC2=CC=C3C(=C2CC1)OCC(C3)C3=C(C=C(C=C3)OCCC)O)C 2-(8,8-dimethyl-2,3,4,8,9,10-hexahydropyrano[2,3-f]chromen-3-yl)-5-propoxyphenol